1,4-Dinitro-1H-imidazol [N+](=O)([O-])N1C=NC(=C1)[N+](=O)[O-]